C/C(/C=O)=C\CCC (E)-2-Methyl-2-hexenal